benzyl 3-(2-oxo-1-oxa-3,8-diazaspiro[4.5]decan-3-yl)bicyclo[1.1.1]pentane-1-carboxylate O=C1OC2(CN1C13CC(C1)(C3)C(=O)OCC3=CC=CC=C3)CCNCC2